8-(6-(4-(dimethylamino)piperidin-1-yl)pyridin-3-yl)-7-fluoro-1-isopropyl-3-methyl-1H-imidazo[4,5-c]cinnolin-2(3H)-one CN(C1CCN(CC1)C1=CC=C(C=N1)C1=CC=2C3=C(N=NC2C=C1F)N(C(N3C(C)C)=O)C)C